C1(CC1)CS(=O)(=NC1=C(N=C2N1C=CC(=C2)C2=NOC(=N2)C(F)(F)F)C)C (cyclopropylmethyl)(methyl)((2-methyl-7-(5-(trifluoromethyl)-1,2,4-oxadiazol-3-yl)imidazo[1,2-a]pyridin-3-yl)imino)-λ6-sulfanone